C(C1=CC=CC=C1)N(C1=NC(=NC=2C(CCCC12)OCC(=O)N1CC(CC1)(F)F)N1C(=CC=2C(=CC=CC12)C#N)C)CC1=C(C=C(C=C1)OC)OC 1-(4-(benzyl(2,4-dimethoxybenzyl)amino)-8-(2-(3,3-difluoropyrrolidin-1-yl)-2-oxoethoxy)-5,6,7,8-tetrahydroquinazolin-2-yl)-2-methyl-indole-4-carbonitrile